2-(3-phenylpropyl)-6-[2-(2,2,2-trifluoroethoxy)pyrimidin-5-yl]pyridazin-3-one C1(=CC=CC=C1)CCCN1N=C(C=CC1=O)C=1C=NC(=NC1)OCC(F)(F)F